C(#C)C1=NN(C=2C=NC=C(C21)C=O)C 3-ethynyl-1-methyl-pyrazolo[3,4-c]pyridine-4-carbaldehyde